1,4-dioxa-7,10-diazacyclododecane O1CCOCCNCCNCC1